tert-butyl 3-[4-[[2-(2,6-dioxo-3-piperidyl)-1-oxo-isoindolin-4-yl]oxymethyl]pyrazol-1-yl]propanoate O=C1NC(CCC1N1C(C2=CC=CC(=C2C1)OCC=1C=NN(C1)CCC(=O)OC(C)(C)C)=O)=O